[Mg].[Al].[B] boron-aluminum magnesium